FC(C(=O)O)(F)F.FC1=C(C=NN1)C=1C=C(C(=NC1)C=1SC=2N=C(SC2N1)N(C1CCNCC1)C)O 5-(5-fluoro-1H-pyrazol-4-yl)-2-{5-[methyl(piperidin-4-yl)amino][1,3]thiazolo[5,4-d][1,3]thiazol-2-yl}pyridin-3-ol trifluoroacetate